FC(C=1C=CC(=NC1)N[C@@H](C(C)C)C(=O)O)(F)F N-[5-(trifluoromethyl)-2-pyridinyl]-L-valine